C(C1=CC=CC=C1)[C@@H]1N(OCC1)C1=CC(=NC=N1)NC=1C(=CC(=C(C1)C(C(=O)N)=C)N1CCN(CC1)C)OC (5-((6-((S)-3-benzylisooxazolidin-2-yl)pyrimidin-4-yl)amino)-4-methoxy-2-(4-methylpiperazin-1-yl)phenyl)acrylamide